1-(3'-hydroxypropyl)-2-methylimidazole OCCCN1C(=NC=C1)C